trimethylolmethoxymethane C(O)C(OC)(CO)CO